N1[C@H](CCC1)C(=O)O |r| rac-(2R)-pyrrolidine-2-carboxylic acid